7-acetyl-2-isopropylpyrazolo[1,5-d][1,2,4]triazin-4(5H)-one C(C)(=O)C1=NNC(C=2N1N=C(C2)C(C)C)=O